dimorpholin-4-yl-1,3,5-triazin N1(CCOCC1)C1=NC(=NC=N1)N1CCOCC1